O=C1NC(CCC1N1C(C2=CC=C(C=C2C1)NC(=O)N1C2C(C=3C=CC=CC13)C2)=O)=O N-(2-(2,6-dioxopiperidin-3-yl)-1-oxoisoindolin-5-yl)-1a,6b-dihydrocyclopropa[b]indole-2(1H)-carboxamide